CN1N=CC(=C1)C=1C=C2C=C(N=CC2=CC1)NC(=O)[C@@H]1CC[C@H](CC1)CN1CCN(CC1)C trans-N-(6-(1-methyl-1H-pyrazol-4-yl)isoquinolin-3-yl)-4-((4-methylpiperazin-1-yl)methyl)cyclohexane-1-carboxamide